ClC=1C=C(CCNC2=NC=C(C=N2)C2=NNC(O2)=O)C=CC1 5-(2-((3-chlorophenethyl)amino)pyrimidin-5-yl)-1,3,4-oxadiazole-2(3H)-on